C(C)[C@@H]1C[C@H](CC1)C trans-1-Ethyl-3-methylcyclopentane